COC=1C(=C2C=CNC2=C(C1)C)CN1[C@@H](CC2(CC(C2)C#N)CC1)C1=CC=C(C=C1)C(=O)N1CCN(CC1)C1=NC=CC=C1 (2R,4r,6S)-7-((5-methoxy-7-methyl-1H-indol-4-yl)methyl)-6-(4-(4-(pyridin-2-yl)piperazine-1-carbonyl)phenyl)-7-azaspiro[3.5]nonane-2-carbonitrile